5-(tert-butylsulfonyl)-7-(6-chloro-3,4-dihydroquinolin-1(2H)-yl)-2-oxa-5-azaspiro[3.4]octane C(C)(C)(C)S(=O)(=O)N1C2(COC2)CC(C1)N1CCCC2=CC(=CC=C12)Cl